N1N=NN=C1CCO 2-(1H-tetrazol-5-yl)ethan-1-ol